O1CCC(CC1)NC1=CC2=C(C=N1)C=C(N2)C2=NC(=NC=C2)NCC(F)(F)F N-(tetrahydro-2H-pyran-4-yl)-2-(2-((2,2,2-trifluoroethyl)amino)pyrimidin-4-yl)-1H-pyrrolo[3,2-c]pyridin-6-amine